nonadecenyl glycidyl ether C(C1CO1)OC=CCCCCCCCCCCCCCCCCC